ClC=1C=2C(=C(NC2C2=C(C1)CN(S(N2COCC[Si](C)(C)C)(=O)=O)CC2CN(CCC2)C(=O)OC(C)(C)C)C(NC)=O)Cl tert-butyl 3-((6,7-dichloro-8-(methylcarbamoyl)-2,2-dioxido-1-((2-(trimethylsilyl)ethoxy)methyl)-4,9-dihydro-[1,2,6]thiadiazino[4,3-g]indol-3(1H)-yl)methyl)piperidine-1-carboxylate